1-cyclopropyl-5-(4-fluorophenyl)-4-oxo-1,4-dihydropyridine-3-carboxamide C1(CC1)N1C=C(C(C(=C1)C1=CC=C(C=C1)F)=O)C(=O)N